tert-butyl N-[3-[3-[[2-(2,6-dioxo-3-piperidyl)-1,3-dioxo-isoindolin-4-yl]amino] propoxy]propyl]-N-methyl-carbamate O=C1NC(CCC1N1C(C2=CC=CC(=C2C1=O)NCCCOCCCN(C(OC(C)(C)C)=O)C)=O)=O